CC1=CC=C(C(=O)OC2CCC(CC2)N2N=C(C=3C2=NC=NC3N)I)C=C1 [4-(4-amino-3-iodo-pyrazolo[3,4-d]pyrimidin-1-yl) cyclohexyl] 4-methylbenzoate